FC1(CCN(CC1)C)C=1SC2=C(N1)C=C(C=C2)B2OC(C(O2)(C)C)(C)C 2-(4-fluoro-1-methylpiperidin-4-yl)-5-(4,4,5,5-tetramethyl-1,3,2-dioxaborolan-2-yl)benzo[d]thiazole